(3R,4S)-4-(3,5-difluorophenyl)-1-(1-methyl-1H-pyrazol-5-yl)pyridine FC=1C=C(C=C(C1)F)C1=CCN(C=C1)C1=CC=NN1C